(5-(3-(trifluoromethyl)-5,6-dihydro-[1,2,4]triazolo[4,3-a]pyrazin-7(8H)-yl)pyrazin-2-yl)methylamine FC(C1=NN=C2N1CCN(C2)C=2N=CC(=NC2)CN)(F)F